C(CCC)N1N=C(C(=C1CC)O)C(C)(C)C 1-n-Butyl-3-tert-butyl-5-ethyl-4-hydroxy-pyrazole